6-methyl-2-({[5-(2-methylphenyl)-1,3-oxazol-2-yl]methyl}sulfanyl)pyrimidin CC1=CC=NC(=N1)SCC=1OC(=CN1)C1=C(C=CC=C1)C